N-(4-Aminoisoquinolin-7-yl)-5-chloro-2-hydroxybenzoamide NC1=CN=CC2=CC(=CC=C12)NC(C1=C(C=CC(=C1)Cl)O)=O